1-(Naphthyl)-3,3-di(2-hydroxyethyl)-triazene C1(=CC=CC2=CC=CC=C12)N=NN(CCO)CCO